2,5-bis(4-nitrophenoxy)-N1,N4-bis(3,4-dihydroxyphenethyl)terephthalamide [N+](=O)([O-])C1=CC=C(OC2=C(C(=O)NCCC3=CC(=C(C=C3)O)O)C=C(C(=C2)C(=O)NCCC2=CC(=C(C=C2)O)O)OC2=CC=C(C=C2)[N+](=O)[O-])C=C1